FC=1C=C2C(=CNC2=CC1F)NC(C(=O)NCC1=CC(=CC=C1)OC(F)(F)F)=O N1-(5,6-difluoro-1H-indol-3-yl)-N2-(3-(trifluoromethoxy)benzyl)oxalamide